ClC1=CC=C(OCC2=NN=C(O2)[C@@H]2CC[C@H](CC2)C(=O)NC2=NC3=CC=C(C=C3C=C2)Cl)C=C1 trans-4-(5-((4-chlorophenoxy)methyl)-1,3,4-oxadiazol-2-yl)-N-(6-chloroquinolin-2-yl)cyclohexanecarboxamide